C(C)(=O)NC1=C(C2=C(S1)C(C(CC2)(C2=CC=CC=C2)CC2=CC(=NO2)C)=O)C(=O)OCC Ethyl 2-acetamido-6-((3-methylisoxazol-5-yl)methyl)-7-oxo-6-phenyl-4,5,6,7-tetrahydrobenzo[b]thiophene-3-carboxylate